[O-2].[Cr+3].[Co+2] cobalt-chromium oxide